C1(CC1)C=1C=2N(N=C(C1)C=1C(=NC(=NC1)OC)OC)C=C(N2)C=2C=NC=CC2 racemic-8-cyclopropyl-6-(2,4-dimethoxypyrimidin-5-yl)-2-(pyridin-3-yl)imidazo[1,2-b]pyridazine